C(C)(=O)O[C@H]1[C@@H](O[C@@H]([C@H]([C@@H]1OC(C)=O)OC(C)=O)C(=O)OC)OC1=C(C=C(C=C1)COC(=O)OC1=CC=C(C=C1)[N+](=O)[O-])C(NCCNC(=O)OC(C)(C)C)=O (2S,3R,4S,5S,6S)-2-(2-((2-((tert-butoxycarbonyl)amino)ethyl)carbamoyl)-4-((((4-nitrophenoxy)carbonyl)oxy)methyl)phenoxy)-6-(methoxycarbonyl)tetrahydro-2H-pyran-3,4,5-triyl triacetate